Cl.ClC=1C=C(C=CC1F)NC(=O)C1CNCC1 N-(3-chloro-4-fluorophenyl)pyrrolidine-3-carboxamide hydrochloride